(thiophen-3-yl)pyrimidine-4-carboxamide S1C=C(C=C1)C1=NC=CC(=N1)C(=O)N